(2R,3R)-5,7-bis(benzyloxy)-2-(3,4,5-tris(benzyloxy)phenyl)chroman-3-yl 3,5-bis(benzyloxy)-4-hydroxybenzoate C(C1=CC=CC=C1)OC=1C=C(C(=O)O[C@H]2[C@H](OC3=CC(=CC(=C3C2)OCC2=CC=CC=C2)OCC2=CC=CC=C2)C2=CC(=C(C(=C2)OCC2=CC=CC=C2)OCC2=CC=CC=C2)OCC2=CC=CC=C2)C=C(C1O)OCC1=CC=CC=C1